3-(glycidyloxy)propyltrimethoxysilane 2-methoxyethyl-(1S,2R,5R)-3-((6-(cyclohexyloxy)pyridin-3-yl)sulfonyl)-2-(hydroxycarbamoyl)-3,8-diazabicyclo[3.2.1]octane-8-carboxylate COCCOC(=O)N1[C@@H]2[C@@H](N(C[C@H]1CC2)S(=O)(=O)C=2C=NC(=CC2)OC2CCCCC2)C(NO)=O.C(C2CO2)OCCC[Si](OC)(OC)OC